(E)-1-(3,5-bis(trifluoromethyl)phenyl)-3-(dimethylamino)prop-2-en-1-one FC(C=1C=C(C=C(C1)C(F)(F)F)C(\C=C\N(C)C)=O)(F)F